C1(CC1)C1=CN(C=2N=CN=C(C21)N2[C@@H](CN(CC2)C(=O)OC(C)(C)C)C)C2=CC(=CC(=C2)F)F tert-Butyl (R)-4-(5-cyclopropyl-7-(3,5-difluorophenyl)-7H-pyrrolo[2,3-d]pyrimidin-4-yl)-3-methylpiperazine-1-carboxylate